C(C(C)C)(=O)OC(C)N1C=CC2=C1N=CN=C2C=2C=NN(C2)[C@H](CC#N)C2CCCC2 1-(4-(1-((R)-2-cyano-1-cyclopentylethyl)-1H-pyrazol-4-yl)-7H-pyrrolo[2,3-d]pyrimidin-7-yl)ethyl isobutyrate